4-chloro-5-(4,8-dimethylquinazolin-6-yl)-6-(furan-2-yl)pyrimidin-2-amine ClC1=NC(=NC(=C1C=1C=C2C(=NC=NC2=C(C1)C)C)C=1OC=CC1)N